FC1(CN(CC[C@H]1NC1=NN2C(C(=N1)OC)=C(C(=C2)F)C=2C=C(C1=C(N(C(=N1)C)CCF)C2)F)C(C)=O)F (R)-1-(3,3-difluoro-4-((6-fluoro-5-(4-fluoro-1-(2-fluoroethyl)-2-methyl-1H-benzo[d]imidazol-6-yl)-4-methoxypyrrolo[2,1-f][1,2,4]triazin-2-yl)amino)piperidin-1-yl)ethan-1-one